6-(((3S,5S)-3,5-dimethylmorpholino)methyl)-2-(5-fluoro-2-(((1S,3R,4S,5R)-4-hydroxy-6,8-dioxabicyclo[3.2.1]octan-3-yl)amino)pyrimidin-4-yl)-3,5-dimethylthieno[3,2-c]pyridin-4(5H)-one C[C@H]1COC[C@@H](N1CC1=CC2=C(C(N1C)=O)C(=C(S2)C2=NC(=NC=C2F)N[C@@H]2C[C@H]1CO[C@@H]([C@H]2O)O1)C)C